(S)-2-((6-((2,3-dihydrobenzo[b][1,4]dioxin-6-yl)methoxy)-3',6'-dihydro-[2,4'-bipyridine]-1'(2'H)-yl)methyl)-1-(oxetan-2-ylmethyl)-1H-benzo[d]imidazole-6-carboxylic acid O1C2=C(OCC1)C=C(C=C2)COC2=CC=CC(=N2)C=2CCN(CC2)CC2=NC1=C(N2C[C@H]2OCC2)C=C(C=C1)C(=O)O